1-(3,4-dimethylpyrimidino[4',5':4,5]thieno[2,3-c]pyridazin-8-yl)-N-(2-pyridyl)pyrrolidine-3-carboxamide CC1=C(C2=C(N=N1)SC1=C2N=CN=C1N1CC(CC1)C(=O)NC1=NC=CC=C1)C